FC=1C(=CC(=NC1)OC)C1=CC(=NN1)C(=O)N1C2(CC2)C[C@H](CC1)C(=O)NC1CCC(CC1)(C(F)(F)F)OCCNC(OC(C)(C)C)=O tert-butyl (2-(((1S,4r)-4-((S)-4-(5-(5-fluoro-2-methoxypyridin-4-yl)-1H-pyrazole-3-carbonyl)-4-azaspiro[2.5]octane-7-carboxamido)-1-(trifluoromethyl)cyclohexyl)oxy)ethyl)carbamate